N[C@H](C)C1=CC=2N(N=C1)C=C(N2)[C@H](C2CCC(CC2)(F)F)NC(OC(C)(C)C)=O |o1:1| tert-butyl ((S)-(7-((R*)-1-aminoethyl)imidazo[1,2-b]pyridazin-2-yl)(4,4-difluorocyclohexyl)methyl)carbamate